FC(C1=NN=C(O1)C1=C(C(=C(C=C1)CN1N=C(N=N1)C=1C=C2C=CN=C(C2=CC1)N)F)F)F 6-[2-[[4-[5-(difluoromethyl)-1,3,4-oxadiazol-2-yl]-2,3-difluorophenyl]methyl]tetrazol-5-yl]isoquinolin-1-amine